C(C)(C)(C)NC1CN(CC1)C=1N=NC(=CN1)C1=C(C=C(C=C1)C1=CC(N(C=C1)C)=O)O 4-(4-{3-[3-(tert-butylamino)pyrrolidin-1-yl]-1,2,4-triazin-6-yl}-3-hydroxyphenyl)-1-methylpyridin-2(1H)-one